CC1=C(C=CC=C1C)C1=NC(=NC=2C[C@H](CCC12)C1=C(N=CS1)C)N1CC2(CN(C2)C(=O)OC(C)(C)C)CC1 tert-butyl (S)-6-(4-(2,3-dimethylphenyl)-7-(4-methylthiazol-5-yl)-5,6,7,8-tetrahydroquinazolin-2-yl)-2,6-diazaspiro[3.4]octane-2-carboxylate